tert-butyl (2-(4-(benzyloxy)-7-fluoro-1H-indol-3-yl)ethyl)carbamate C(C1=CC=CC=C1)OC1=C2C(=CNC2=C(C=C1)F)CCNC(OC(C)(C)C)=O